(1,1'-biphenyl-2,2'-diyl) phosphonite P1OC2=C(C=CC=C2)C2=C(C=CC=C2)O1